[2-[[4-(4-bromo-3-fluoro-phenyl)-5-oxo-1,2,4-triazol-1-yl]methyl]-3,3-difluoro-allyl]carbamic acid tert-butyl ester C(C)(C)(C)OC(NCC(=C(F)F)CN1N=CN(C1=O)C1=CC(=C(C=C1)Br)F)=O